3-(8-((1R,4r)-4-((R)-4-(4-(3-amino-6-(2-hydroxyphenyl)pyridazin-4-yl)-1H-pyrazol-1-yl)-3,3-difluoropiperidin-1-yl)cyclohexyl)-2H-benzo[b][1,4]oxazin-4(3H)-yl)piperidine-2,6-dione NC=1N=NC(=CC1C=1C=NN(C1)[C@H]1C(CN(CC1)C1CCC(CC1)C1=CC=CC2=C1OCCN2C2C(NC(CC2)=O)=O)(F)F)C2=C(C=CC=C2)O